3,4,6-trichloropiperazine ClC1CNC(CN1Cl)Cl